C(N)(=O)C1=C(C=CC(=C1)F)NC(C)C=1C=C(C=C2C(N(C=3N(C12)C=NC3C(=O)N(C([2H])([2H])[2H])C([2H])([2H])[2H])C([2H])([2H])[2H])=O)C 9-(1-((2-Carbamoyl-4-fluorophenyl)amino)ethyl)-7-methyl-N,N,4-tris(methyl-d3)-5-oxo-4,5-dihydroimidazo[1,5-a]quinazoline-3-carboxamide